ClC=1C=C(C=C(C1)F)[C@@H](CC)NC(=O)C=1OC=C(N1)C1=NC(=NC=C1C)NC1=CC=NN1C (R)-N-(1-(3-chloro-5-fluorophenyl)propyl)-4-(5-methyl-2-((1-methyl-1H-pyrazol-5-yl)amino)pyrimidin-4-yl)oxazole-2-carboxamide